ClC1=CC=C(CN2C3(C(N(CC2=O)C(C)C)=O)CC2=CC=CC=C2C3)C=C1 1'-(4-chlorobenzyl)-4'-isopropyl-1,3-dihydrospiro[indene-2,2'-piperazine]-3',6'-dione